5-chloro-N2-(4-(1-methylazepin-4-yl)phenyl)-N4-(o-tolyl)pyrimidine-2,4-diamine ClC=1C(=NC(=NC1)NC1=CC=C(C=C1)C=1C=CN(C=CC1)C)NC1=C(C=CC=C1)C